ClC1=C(OC2=CCN(C(=C2)C(F)(F)F)C=2C=NC=CC2)C=CC(=C1)OC(F)(F)F 4-[2-chloro-4-(trifluoromethoxy)phenoxy]-N-(3-pyridyl)-6-(trifluoromethyl)pyridine